C1(CC1)COC1=C(C=C(C=C1F)F)CNC(=O)C=1C=C(C=NC1OC)C1=CC=C2C(=NNC2=C1)C(=O)NC 6-[5-({[2-(cyclopropylmeth-oxy)-3,5-difluorophenyl]-methyl}carbamoyl)-6-meth-oxypyridin-3-yl]-N-methyl-1H-indazole-3-carboxamide